C(C)(C)(C)OC(=O)N/C(/N1[C@@H](CCC1)C1=NC(=NO1)C1=CC(=C(C=C1)CCC1CCCC1)C(F)(F)F)=N\C(OC(C)(C)C)=O tert-butyl (S,E)-(((tert-butoxycarbonyl)amino)(2-(3-(4-(2-cyclopentylethyl)-3-(trifluoromethyl)phenyl)-1,2,4-oxadiazol-5-yl)pyrrolidin-1-yl)methylene)carbamate